The molecule is actylcholine is an ester of acetic acid and choline, which acts as a neurotransmitter. It has a role as a vasodilator agent, a muscarinic agonist, a hormone, a human metabolite, a mouse metabolite and a neurotransmitter. It is an acetate ester and an acylcholine. CC(=O)OCC[N+](C)(C)C